tert-butyl 2-(bromomethyl)-6-(tert-butyl)benzoate BrCC1=C(C(=O)OC(C)(C)C)C(=CC=C1)C(C)(C)C